(S)-1-(2-Fluoro-5-((6-methylpyridin-3-yl)oxy)phenyl)ethanamine hydrochloride Cl.FC1=C(C=C(C=C1)OC=1C=NC(=CC1)C)[C@H](C)N